(S)-3-(2-(methoxymethoxy)phenyl)-5-methyl-6,7,8,9-tetrahydro-5H-pyrido[3',4':4,5]pyrrolo[2,3-c]pyridazine COCOC1=C(C=CC=C1)C1=CC2=C(N=N1)NC1=C2[C@@H](NCC1)C